C1(=CC=C(C=C1)C1=C2N=CN(C2=NC=N1)CC1=CC=CC=C1)C 6-(p-tolyl)-9-benzylpurine